4-((4-aminopyrimidin-2-yl)oxy)tetrahydrofuran-3-ol NC1=NC(=NC=C1)OC1C(COC1)O